2-methyl-N-((8-(2-(2,2,2-trifluoroethoxy)phenyl)imidazo[1,2-a]pyridin-2-yl)methyl)propan-2-amine CC(C)(C)NCC=1N=C2N(C=CC=C2C2=C(C=CC=C2)OCC(F)(F)F)C1